ClC1=NC=C(C(=C1)C(=O)OC)Cl methyl 2,5-dichloropyridine-4-carboxylate